C[Si](C=C)(Cl)Cl methyl-vinyl-silicon dichloride